C(C(C)C)OC1=CC=C(CNC(=O)N2C=NC=C2)C=C1 N-(4-isobutoxybenzyl)-1H-imidazole-1-carboxamide